glycidoxytrimethoxysilane C(C1CO1)O[Si](OC)(OC)OC